(2,2-dimethyl-1-phenylpropyl)malononitrile CC(C(C1=CC=CC=C1)C(C#N)C#N)(C)C